C(C)(SCCC(C1=CC=C(C=C1)Cl)NC(=O)OC(C)(C)C)=O S-3-(tert-Butoxycarbonylamino)-3-(4-chlorophenyl)propyl ethanethioate